C12C(=CC3=CC=CC=C13)C2 methanoinden